2-ethyl-4-methylhexanal C(C)C(C=O)CC(CC)C